5-(2-fluoro-6-hydroxy-4-(((6-oxo-1,6-dihydropyridin-2-yl)amino)methyl)phenyl)-1,2,5-thiadiazolidin-3-one 1,1-dioxide FC1=C(C(=CC(=C1)CNC=1NC(C=CC1)=O)O)N1CC(NS1(=O)=O)=O